6-(1-azabicyclo[2.2.1]heptan-4-yl)-8-bromo-2-methylpyrido[4,3-d]pyrimidine-4,7(3H,6H)-dione N12CCC(CC1)(C2)N2C=C1C(N=C(NC1=O)C)=C(C2=O)Br